tert-butyl 4-amino-7H-pyrrolo[2,3-d]pyrimidine-7-carboxylate NC=1C2=C(N=CN1)N(C=C2)C(=O)OC(C)(C)C